2-[(4-{5-[(2,4-dichlorophenyl)methyl]furan-2-carbonyl}piperazin-1-yl)methyl]-1-{[(2S)-oxetan-2-yl]methyl}-1H-1,3-benzodiazole-6-carboxylic acid ClC1=C(C=CC(=C1)Cl)CC1=CC=C(O1)C(=O)N1CCN(CC1)CC1=NC2=C(N1C[C@H]1OCC1)C=C(C=C2)C(=O)O